OC1=C(CNC(=O)NC2CC3(C2)CCC3)C=C(C=C1)C(F)(F)F 1-(2-Hydroxy-5-trifluoromethyl-benzyl)-3-spiro[3.3]hept-2-yl-urea